epoxyinosine [C@]12([C@](O)([C@H](O)[C@@H](CO)O1)O2)N2C=NC=1C(O)=NC=NC21